10,10-dimethyl-9-oxo-4-(pyrimidin-4-yl)-1-oxa-4-azaspiro[5.5]undec-7-ene-8-carbonitrile CC1(C(C(=CC2(CN(CCO2)C2=NC=NC=C2)C1)C#N)=O)C